N1=CN=CC(=C1)C(CC(=O)O)N1N=C(C=C1)CCCC1=NC=2NCCCC2C=C1 3-(pyrimidin-5-yl)-3-(3-(3-(5,6,7,8-tetrahydro-1,8-naphthyridin-2-yl)propyl)-1H-pyrazol-1-yl)propionic acid